C(C)(=O)C=1C=CC=2N(N1)C(=CN2)C2=CC(=NC=N2)N2C[C@H](C([C@H](C2)C)(F)F)CNS(=O)(=O)C N-(((3S,5S)-1-(6-(6-acetylimidazo[1,2-b]pyridazin-3-yl)pyrimidin-4-yl)-4,4-difluoro-5-methylpiperidin-3-yl)methyl)methanesulfonamide